Butyl (3R)-3-[(1S)-2-tert-butoxy-1-[[3-(3,3-dimethylindolin-1-yl)phenyl]methyl]-2-oxo-ethyl]pyrrolidine-1-carboxylate C(C)(C)(C)OC([C@@H](CC1=CC(=CC=C1)N1CC(C2=CC=CC=C12)(C)C)[C@@H]1CN(CC1)C(=O)OCCCC)=O